CN(C)CC1=C(C(=CC(=C1)CC)OC)OCCCCCCCCCCCCCC N,N-dimethyl-1-(5-ethyl-3-methoxy-2-tetradecoxyphenyl)methylamine